(6aR)-8-propenoyl-4-chloro-3-(2-fluoro-6-hydroxyphenyl)-1-(((S)-1-phenylethyl)amino)-6,6a,7,8,9,10-hexahydro-12H-pyrazino[2,1-c]pyrido[3,4-f][1,4]oxazepin-12-one C(C=C)(=O)N1C[C@@H]2COC3=C(C(N2CC1)=O)C(=NC(=C3Cl)C3=C(C=CC=C3O)F)N[C@@H](C)C3=CC=CC=C3